S1C=NC2=C1C(=CC=C2)N2N=CC(=C2C(F)(F)F)C(=O)NC=2C=NC(=C(C2)Cl)N2N=CC=N2 1-(benzo[d]thiazol-7-yl)-N-(5-chloro-6-(2H-1,2,3-triazol-2-yl)pyridin-3-yl)-5-(trifluoromethyl)-1H-pyrazole-4-carboxamide